C(#C)C=1C=NC2=C(C=C(C=C2C1)OC(C(=O)NCCC)S(=O)(=O)C)C 2-[(3-ethynyl-8-methyl-6-quinolinyl)oxy]-2-methylsulfonyl-N-propyl-acetamide